(S)-5-nitro-3-(4-oxocyclohexyl)-2,3-dihydrobenzo[b][1,4]-oxathiine-7-sulfonamide [N+](=O)([O-])C1=CC(=CC=2OC[C@@H](SC21)C2CCC(CC2)=O)S(=O)(=O)N